BrC=1C=C(C(=O)O)C=C(C1Br)Br 3,4,5-tribromobenzoic acid